FC=1C=C(C=C(C1)F)CC=1C=C2C(=NNC2=CC1)NC(=O)C1=C(NC2CCN(CC2)CCCC(=O)OC(C)(C)C)C=CC=C1 tert-butyl 4-[4-[2-[[5-[(3,5-difluorophenyl)methyl]-1H-indazol-3-yl]carbamoyl]anilino]-1-piperidyl]butanoate